methoxy-1-(4-methoxyphenyl)-2-(naphthalen-2-yl)-1H-indole COC1=C(N(C2=CC=CC=C12)C1=CC=C(C=C1)OC)C1=CC2=CC=CC=C2C=C1